2-(hydroxymethyl)-5,5-dimethyl-4,5,6,7-tetrahydropyrazolo[1,5-a]Pyridin-4-ol OCC1=NN2C(C(C(CC2)(C)C)O)=C1